2-Amino-3-methyl-butyric acid 5-(2-{[3-(4-chlorophenyl)adamantane-1-carbonyl]amino} ethyl)-2-hydroxyphenyl ester ClC1=CC=C(C=C1)C12CC3(CC(CC(C1)C3)C2)C(=O)NCCC=2C=CC(=C(C2)OC(C(C(C)C)N)=O)O